OC(C(=O)OC(C)C)C i-propyl 2-hydroxypropionate